N(=[N+]=[N-])C(C)N1C(C=C(C=C1)Cl)=O 1-(1-azidoethyl)-4-chloro-pyridin-2-one